ClC1=C(C(=O)NC=2C(=NN(C2)S(=O)(=O)C)C(=O)NC2CCNCC2)C(=CC=C1)Cl 4-(2,6-dichlorobenzamido)-1-(methylsulfonyl)-N-(piperidin-4-yl)-1H-pyrazole-3-carboxamide